ethyl-2,3,5-hexatrien-1-ol C(C)C(C=C=CC=C)O